C=1N=CN2C1C1=CC=CC=C1[C@@H]2[C@@H]2COCC[C@H]2O (3R,4R)-3-((S)-5H-imidazo[5,1-a]isoindol-5-yl)-tetrahydro-2H-pyran-4-ol